(2-(isobutyramido)acetoyloxy)methyl (S)-1-(2-chlorophenyl)-2-oxocyclohexylmethylcarbamate ClC1=C(C=CC=C1)[C@]1(C(CCCC1)=O)CNC(OCOC(CNC(C(C)C)=O)=O)=O